O=C1NC(CCC1C1=C(C=C(C=C1F)N1CC(C1)NC(OCC#CC1CC1)=O)F)=O 3-cyclopropylprop-2-yn-1-yl (1-(4-(2,6-dioxopiperidin-3-yl)-3,5-difluorophenyl)azetidin-3-yl)carbamate